C(C)(C)(C)OC(=O)NCCCOC1=CC=C2C=CC=NC2=C1C(=O)OCC ethyl 7-[3-{(tert-butoxycarbonyl)amino}propoxy]quinoline-8-carboxylate